C(C)OC(=O)C1=NOC(=N1)C1=NC=C(C(=C1)C)C#N 5-(5-cyano-4-methylpyridin-2-yl)-1,2,4-oxadiazole-3-carboxylic acid ethyl ester